2-methyl-6-{[(±)-oxetan-2-yl]methyl}-6,7-dihydro-4H-pyrazolo[1,5-a]pyrrolo[3,4-d]pyrimidine-5,8-dione CC1=NN2C(NC3=C(C2=O)CN(C3=O)C[C@@H]3OCC3)=C1 |r|